FCC1(CC1)NS(=O)(=O)C1=CC2=C(N(C(N2C=2SC(=NN2)C)=O)CCOC)C=C1 N-[1-(fluoromethyl)cyclopropyl]-1-(2-methoxyethyl)-3-(5-methyl-1,3,4-thiadiazol-2-yl)-2-oxo-benzimidazole-5-sulfonamide